N-(4-(naphthalene-1-yl)phenyl)-N-(5'-phenyl[1,1':2',1''-terphenyl]-4-yl)phenanthrene-9-amine C1(=CC=CC2=CC=CC=C12)C1=CC=C(C=C1)N(C=1C2=CC=CC=C2C=2C=CC=CC2C1)C1=CC=C(C=C1)C=1C(=CC=C(C1)C1=CC=CC=C1)C1=CC=CC=C1